4-(2-undecyl-1H-benzo[d]imidazol-1-yl)thiophene-2-carboxamide C(CCCCCCCCCC)C1=NC2=C(N1C=1C=C(SC1)C(=O)N)C=CC=C2